OC=1C=C(C=CC1)[C@@H]1CN(CCC1)C[C@@H]1OC2=C(OC1)C=CC=C2O |o1:7| (S)-3-[(R*)-3-(3-hydroxy-phenyl)-piperidin-1-ylmethyl]-2,3-dihydrobenzo[1,4]dioxin-5-ol